ClC=1C(=CC(=NC1)OC)C1=CC(=NN1)C(=O)N1CCC(CC1)C(=O)NCC1=CC=C(C=C1)OC(F)F 1-(5-(5-chloro-2-methoxypyridin-4-yl)-1H-pyrazole-3-carbonyl)-N-(4-(difluoromethoxy)benzyl)piperidine-4-carboxamide